C(C)OC(C(C(C(=O)O)P(=O)(C1=CC=CC=C1)C1=CC=CC=C1)P(=O)(C1=CC=CC=C1)C1=CC=CC=C1)=O 2,3-bis(diphenylphosphoryl)succinic acid ethyl ester